1'-cyclopropyl-5',6'-difluoro-1'H-[1,2'-bibenzo[d]imidazole]-5-carbonitrile C1(CC1)N1C(=NC2=C1C=C(C(=C2)F)F)N2C=NC1=C2C=CC(=C1)C#N